FC(C(=O)O)(F)F.N1C=CC=2C1=NC=CC2OC2=CC=C(C=C2)N2C(N(CC2=O)C2=CN=C(S2)C(F)(F)F)=O 3-[4-(1H-pyrrolo[2,3-b]pyridin-4-yloxy)phenyl]-1-[2-(trifluoromethyl)-1,3-thiazol-5-yl]-2,4-imidazolidinedione trifluoroacetate